O(C1=CC=CC=C1)C1=CC=C(C=C1)C=1OC(=CC1)C1=CC=CC=C1 2-(4-phenoxyphenyl)-5-phenylfuran